ClC1=NNC=C1C1=CC2=C(C=N1)C(=CN2CCN(C)C)C(=O)C2COC1=CC=C(C=C1C2)OC [6-(3-Chloro-1H-pyrazol-4-yl)-1-[2-(dimethylamino)ethyl]pyrrolo[3,2-c]pyridin-3-yl]-(6-methoxychroman-3-yl)methanone